CC1=CC2=C3C(C=C(N=C3N(C(=C2)C(F)(F)F)C2=CC=CC=C2)C(F)(F)F)=C1 5-methyl-1-phenyl-2,8-bis(trifluoromethyl)-1H-benzo[de][1,8]naphthyridine